heptanedioic acid dimethyl ester COC(CCCCCC(=O)OC)=O